1,3,5-tris-[3,5-bis(4-hydroxyphenyl)-4-hydroxyphenyl]adamantane tert-butyl-3-cyclopropylpyrrolidine-1-carboxylate C(C)(C)(C)OC(=O)N1CC(CC1)C1CC1.OC1=CC=C(C=C1)C=1C=C(C=C(C1O)C1=CC=C(C=C1)O)C12CC3(CC(CC(C1)C3)(C2)C2=CC(=C(C(=C2)C2=CC=C(C=C2)O)O)C2=CC=C(C=C2)O)C2=CC(=C(C(=C2)C2=CC=C(C=C2)O)O)C2=CC=C(C=C2)O